O1C=C(C(=C1)O)O furan-3,4-diol